NC1=C(C(=NN1C1CCC1)CC)C(=O)N 5-amino-1-cyclobutyl-3-ethylpyrazole-4-carboxamide